N-(4-(4-((5-((2S,6R)-2,6-dimethyl-piperazin-1-yl)pyridin-2-yl)amino)-5-oxo-5,6-dihydro-1,6-naphthyridin-2-yl)-3-fluorophenyl)cyclohexane-carboxamide C[C@@H]1N([C@@H](CNC1)C)C=1C=CC(=NC1)NC1=CC(=NC=2C=CNC(C12)=O)C1=C(C=C(C=C1)NC(=O)C1CCCCC1)F